O=C1NC(CCC1N1C(C2=CC=CC(=C2C1=O)NCCNC(OC(C)(C)C)=O)=O)=O Tert-butyl (2-((2-(2,6-dioxopiperidin-3-yl)-1,3-dioxoisoindolin-4-yl)amino)ethyl)carbamate